CO[C@@H](C(=O)N1CC=2NN=C(C2C1)NC(C1=CC=CC=C1)=O)C1=CC=CC=C1 N-(5-((R)-2-methoxy-2-phenylacetyl)-1,4,5,6-Tetrahydropyrrolo[3,4-c]pyrazol-3-yl)benzamide